ClC=1C=CC(=NC1)C=1C(=NC=CN1)C(C)NC(C1=CC(=CC(=C1)C(F)(F)F)C1CC1)=O N-[1-[3-(5-chloro-2-pyridyl)pyrazin-2-yl]ethyl]-3-cyclopropyl-5-(trifluoromethyl)benzamide